3,5,N,N-tetramethylaniline CC=1C=C(N(C)C)C=C(C1)C